FC(C=1C=C(C=C(C1)C(F)(F)F)[C@H]([C@H](C)N(C1CC1)CC1=C(C=CC(=C1)C(F)(F)F)C1=CC(=C(C=C1OC)C)OCCCC(=O)O)O)(F)F 4-((2'-((((1R,2S)-1-(3,5-bis(trifluoromethyl)phenyl)-1-hydroxypropan-2-yl)(cyclopropyl)amino)methyl)-6-methoxy-4-methyl-4'-(trifluoromethyl)-[1,1'-biphenyl]-3-yl)oxy)butanoic acid